1-(3-bromophenyl)-2-methyl-propan-2-amine BrC=1C=C(C=CC1)CC(C)(N)C